5-(piperidin-4-ylamino)-N-(pyridin-2-yl)quinoline-8-carboxamide hydrochloride Cl.N1CCC(CC1)NC1=C2C=CC=NC2=C(C=C1)C(=O)NC1=NC=CC=C1